ClC1=C(C=CC(=C1)C)C=1CCCC2=C(C1C1=CC=C(C=C1)O[C@@H]1CN(CC1)CCCF)C=CC(=C2)NC(OC)=O methyl (S)-(8-(2-chloro-4-methylphenyl)-9-(4-((1-(3-fluoropropyl)pyrrolidin-3-yl)oxy)phenyl)-6,7-dihydro-5H-benzo[7]annulen-3-yl)carbamate